O1CC(C1)CCN1C[C@@H]2[C@H](C1)CC(C2)NC=2N=NC(=CC2)C2=C(C(=CC(=C2)F)F)F (3aR,5s,6aS)-2-(2-(oxetan-3-yl)ethyl)-N-(6-(2,3,5-trifluorophenyl)pyridazin-3-yl)octahydrocyclopenta[c]pyrrol-5-amine